Piperazin-1-yl-(4-(3-(piperidine-1-carbonyl)pyrazolo[1,5-a]pyridin-7-yl)phenyl)methanone N1(CCNCC1)C(=O)C1=CC=C(C=C1)C1=CC=CC=2N1N=CC2C(=O)N2CCCCC2